3,4-epoxy-1-cyclohexanecarboxylic acid C1(CC2C(CC1)O2)C(=O)O